F[C@@H]1[C@H]2CC[C@@H](C[C@@H]1N(C1=CN=C(N=N1)C=1C=C3C=NN(C(C3=CC1O)=O)C)C)N2 6-(6-[[(1r,2r,3s,5s)-2-fluoro-8-azabicyclo[3.2.1]oct-3-yl](methyl)amino]-1,2,4-triazin-3-yl)-7-hydroxy-2-methylphthalazin-1-one